FC1=CC(=C(C=C1C1=NN=C(N1)CCC)NC(=O)C=1C=NN2C1C=CC=C2)C N-[4-Fluoro-2-methyl-5-(5-propyl-4H-1,2,4-triazol-3-yl)phenyl]pyrazolo[1,5-a]pyridine-3-carboxamide